N-[2-[1-[2-[4-[4-[(2,6-dioxo-3-piperidyl)amino]phenyl]-1-piperidyl]-2-oxo-ethyl]-4-piperidyl]-7-isopropoxy-imidazo[1,2-a]pyridin-6-yl]-3-(trifluoromethyl)benzamide O=C1NC(CCC1NC1=CC=C(C=C1)C1CCN(CC1)C(CN1CCC(CC1)C=1N=C2N(C=C(C(=C2)OC(C)C)NC(C2=CC(=CC=C2)C(F)(F)F)=O)C1)=O)=O